OC(CCCCC)\C=C\C=C\C(CCCCCCCCCC)=O 6-Hydroxy-(E,E)-7,9-heneicosadien-11-one